C(C)(C)(C)C1=CC(=NO1)NC1=NC=C(C(=N1)NC1CCCCC1)C=1C=NN(C1)C N2-(5-tert-Butylisoxazol-3-yl)-N4-cyclohexyl-5-(1-methyl-1H-pyrazol-4-yl)pyrimidine-2,4-diamine